ClC=1N=C(C2=C(N1)SC(=C2)CC(F)(F)F)N([C@H]2C[C@H](C[C@@H]2O)NC(OCC2=CC=CC=C2)=O)C benzyl [(1R,3S,4S)-3-{[2-chloro-6-(2,2,2-trifluoroethyl)thieno[2,3-d]pyrimidin-4-yl] (methyl)amino}-4-hydroxycyclopentyl]carbamate